N,N'-dimethyl-1,3-diaminopropane CNCCCNC